Cl.C[C@@]1(NCCC1)C(=O)OCC1=CC(=NC(=C1)Cl)Cl (2,6-Dichloropyridin-4-yl)methyl (S)-2-methylpyrrolidine-2-carboxylate hydrochloride